1-[3-(4-Bromo-2-isopropyl-2H-pyrazol-3-yl)-4-methoxy-phenyl]-3-(4-chloro-phenyl)-urea BrC1=C(N(N=C1)C(C)C)C=1C=C(C=CC1OC)NC(=O)NC1=CC=C(C=C1)Cl